bis(para-isocyanato-cyclohexyl)N-methyl-amine N(=C=O)C1CCC(CC1)N(C)C1CCC(CC1)N=C=O